FC1(C(OC(C1O)CO)N1C(N=C(C=C1)NC(CCC(=O)NCC=1C=C(C=CC1)NC(CCCCCCC(=O)OC)=O)=O)=O)F methyl 8-((3-((4-((1-(3,3-difluoro-4-hydroxy-5-(hydroxymethyl)-tetrahydrofuran-2-yl)-2-oxo-1,2-dihydropyrimidin-4-yl) amino)-4-oxo butanamido) methyl)-phenyl) amino)-8-oxooctanoate